C(=O)(OC(C)(C)C)N1CC(OCCC1)C(=O)O 4-Boc-2-homomorpholinecarboxylic acid